CC1(CCCCC1)CNCC=1C=CC=2N(C1)C=C(N2)CNC(=O)C=2N=C1N(C(C2)=O)C=CC=C1 N-{[6-({[(1-methylcyclohexyl)methyl]amino}methyl)imidazo[1,2-a]pyridin-2-yl]methyl}-4-oxo-4H-pyrido[1,2-a]pyrimidine-2-carboxamide